(S)-2-amino-3-(piperidin-4-yl)propionic acid N[C@H](C(=O)O)CC1CCNCC1